FC(C1=NN(C=C1C(=O)OC)C)F methyl 3-difluoromethyl-1-methyl-1H-pyrazole-4-carboxylate